N-(5-Bromo-2-(3-(ethyl(4-methoxybenzyl)amino)azetidin-1-yl)pyridin-3-yl)methanesulfonamide BrC=1C=C(C(=NC1)N1CC(C1)N(CC1=CC=C(C=C1)OC)CC)NS(=O)(=O)C